4-[4-(2-chlorobenzoyl)-phenylthio]phenyl-bis(4-fluorophenyl)sulfonium hexafluoroantimonate F[Sb-](F)(F)(F)(F)F.ClC1=C(C(=O)C2=CC=C(C=C2)SC2=CC=C(C=C2)[S+](C2=CC=C(C=C2)F)C2=CC=C(C=C2)F)C=CC=C1